6-(6-chloro-2,5-dimethyl-pyrimidin-4-yl)-3-(trifluoromethyl)-7,8-dihydro-5H-1,6-naphthyridine ClC1=C(C(=NC(=N1)C)N1CC=2C=C(C=NC2CC1)C(F)(F)F)C